5-chloro-1-methyl-1H-imidazo[4,5-b]Pyridine ClC1=CC=C2C(=N1)N=CN2C